ClC1=C(C(=O)OC(C)C)C=C(C(=C1)F)C1=C(C(=NN1)C(F)(F)F)C#N isopropyl 2-chloro-5-[4-cyano-3-(trifluoromethyl)-1H-pyrazol-5-yl]-4-fluorobenzoate